(E)-3-benzylidene-5-phenylpentane C(/C1=CC=CC=C1)=C(/CC)\CCC1=CC=CC=C1